6-[(2S)-2-aminopropyl]-2-chloro-7-methyl-N-[(thiophen-2-yl)methyl]thieno[3,2-d]pyrimidin-4-amine N[C@H](CC1=C(C=2N=C(N=C(C2S1)NCC=1SC=CC1)Cl)C)C